C(C)(C)OC(C1=CC(=C(C=C1)N1C(SCC1=O)C1=CC=C(C=C1)F)C)=O 4-[2-(4-Fluoro-phenyl)-4-oxo-thiazolidin-3-yl]-3-methyl-benzoic acid isopropyl ester